C(CCCCCCCCCCC)C1=CC=C(C=C1)NC(CCCSCCC(=O)OCCCCCCCCC)=N nonyl 3-((4-((4-dodecylphenyl)amino)-4-iminobutyl)thio)propanoate